methoxy-2-(2-methoxyethoxyl)ethane COCCOCCOC